pyrrolo[1,2-a]quinoxaline-8-carboxamide C1=CC=C2N1C1=CC(=CC=C1N=C2)C(=O)N